4-methoxy-N-(2-(4-nitrophenyl)pyridin-3-yl)benzenesulfonamide COC1=CC=C(C=C1)S(=O)(=O)NC=1C(=NC=CC1)C1=CC=C(C=C1)[N+](=O)[O-]